CS(=O)(=O)C1=CC=C(OC[C@@H]2CN(C[C@H]2C)C(CC2=CC(=CC=C2)S(F)(F)(F)(F)F)=O)C=C1 1-[(3S,4S)-3-(4-methanesulfonylphenoxymethyl)-4-methylpyrrolidin-1-yl]-2-[3-(pentafluoro-λ6-sulfanyl)phenyl]ethanone